(1,2-dimethyl-1H-imidazol-5-yl)hexan-1-one CN1C(=NC=C1C(CCCCC)=O)C